C(C1=CC=CC=C1)[C@@H]1N(CC[C@H]1O)C(=O)OC(C)(C)C tert-butyl (2S,3R)-2-benzyl-3-hydroxypyrrolidine-1-carboxylate